N-[(2-cyanophenyl)methyl]-N-(1H-indazol-6-yl)-1,2-dimethyl-5-[2-[(3S)-3-(morpholinomethyl)-3,4-dihydro-1H-isoquinoline-2-carbonyl]-5-nitro-phenyl]pyrrole-3-carboxamide C(#N)C1=C(C=CC=C1)CN(C(=O)C1=C(N(C(=C1)C1=C(C=CC(=C1)[N+](=O)[O-])C(=O)N1CC2=CC=CC=C2C[C@H]1CN1CCOCC1)C)C)C1=CC=C2C=NNC2=C1